4-bromo-5-(naphthalene-1-yl)-1-phenyl-1H-pyrazole BrC=1C=NN(C1C1=CC=CC2=CC=CC=C12)C1=CC=CC=C1